NC[C@@]1([C@@H]2CCN(C[C@H]12)C=1N=C2N(C(C1)=O)C=C(C=C2)C2=C(C(=CC=C2)Cl)Cl)C2=C(C=CC=C2)F 2-((1S,6R,7R)-7-(aminomethyl)-7-(2-fluorophenyl)-3-azabicyclo[4.1.0]heptan-3-yl)-7-(2,3-dichlorophenyl)-4H-pyrido[1,2-a]pyrimidin-4-one